3-benzoyl-1-((1-(((tert-butyldiphenylsilyl)oxy)methyl)cyclopropyl)methyl)pyrimidine C(C1=CC=CC=C1)(=O)N1CN(C=CC1)CC1(CC1)CO[Si](C1=CC=CC=C1)(C1=CC=CC=C1)C(C)(C)C